1-[(3S,5R)-5-(methoxymethyl)-1-(prop-2-enoyl)pyrrolidin-3-yl]5-(methylamino)pyrazole-4-carboxamide COC[C@H]1C[C@@H](CN1C(C=C)=O)N1N=CC(=C1NC)C(=O)N